C(C)(C)(C)OC(=O)N1C=CC2=CC=C(C=C12)CO 6-(hydroxymethyl)-1H-indole-1-carboxylic acid tert-butyl ester